5-(chloromethyl)-3-((1R,5S,6R)-3-(4-fluoropyridin-2-yl)-3-azabicyclo[3.1.0]hex-6-yl)-1,2,4-oxadiazole ClCC1=NC(=NO1)C1[C@H]2CN(C[C@@H]12)C1=NC=CC(=C1)F